p-bromobenzyl carbamate (p-bromobenzyl carbamate) BrC1=CC=C(CNC(O)=O)C=C1.C(N)(OCC1=CC=C(C=C1)Br)=O